ClC=1C=C(C(=NC1)C=1N(C(=CN1)C(C(C(F)(F)F)(F)F)(F)F)C)SCC 5-chloro-3-(ethylsulfenyl)-2-(1-methyl-5-(perfluoropropyl)-1H-imidazol-2-yl)pyridine